BrC1=CN(C=2N=CN=C(C21)NCC2=C(C=C(C=C2)OC)OC)[C@@H]2C[C@@H]([C@@H]1[C@H]2OC(O1)(C)C)[C@H](CO)O (R)-1-((3aR,4R,6R,6aS)-6-(5-bromo-4-((2,4-dimethoxybenzyl)amino)-7H-pyrrolo[2,3-d]pyrimidin-7-yl)-2,2-dimethyltetrahydro-3aH-cyclopenta[d][1,3]dioxol-4-yl)ethane-1,2-diol